NCCOC=1C=C(OCCCC(=O)N)C=CC1 4-(3-(2-aminoethoxy)phenoxy)butanamide